BrC=1C=C2C=CN(C(C2=C(C1)F)=O)C1CCN(CC1)C(=O)OC(C)(C)C tert-butyl 4-(6-bromo-8-fluoro-1-oxoisoquinolin-2-yl)piperidine-1-carboxylate